1-hydroxy-4-oxocyclohexane-1-carboxylic acid OC1(CCC(CC1)=O)C(=O)O